BrC1=NN(C2=C1C=NC(=C2)Cl)CC2(CCOCC2)CO[Si](C)(C)C(C)(C)C 3-bromo-1-((4-(((tert-butyldimethylsilyl)oxy)methyl)tetrahydro-2H-pyran-4-yl)methyl)-6-chloro-1H-pyrazolo[4,3-c]pyridine